Diethyl 2-chloro-3-oxosuccinate ClC(C(=O)OCC)C(C(=O)OCC)=O